C1(CCCC1)CCC(=O)Cl 2-cyclopentylethyl-formyl chloride